4-(furo[3,2-c]pyridin-4-yl)-N-(trans-4-propionylaminocyclohexyl)benzamide O1C=CC=2C(=NC=CC21)C2=CC=C(C(=O)N[C@@H]1CC[C@H](CC1)NC(CC)=O)C=C2